N-(4-(4-bromophenyl)-1-hydroxy-2-(hydroxymethyl)but-2-yl)acetamide BrC1=CC=C(C=C1)CCC(CO)(CO)NC(C)=O